6,6-dimethyl-3-(6-methyl-1H-pyrazolo[3,4-b]pyridin-4-yl)-2-(thiazol-4-yl)-6,7-dihydro-4H-pyrazolo[5,1-c][1,4]oxazine CC1(CN2C(CO1)=C(C(=N2)C=2N=CSC2)C2=C1C(=NC(=C2)C)NN=C1)C